N=1C=C(N2C1C=CC=C2)[C@H]2CN(CCC2)C2=CC(=NC(=N2)N)N (R)-6-(3-(imidazo[1,2-a]pyridin-3-yl)piperidin-1-yl)pyrimidine-2,4-diamine